6-[4-[3-(6-amino-3-pyridinyl)isoxazolidine-2-carbonyl]-1-piperidinyl]pyrimidine-4-carboxamide NC1=CC=C(C=N1)C1N(OCC1)C(=O)C1CCN(CC1)C1=CC(=NC=N1)C(=O)N